O[C@@H](COC1=CC=C(C(=O)OCC2=CC=CC=C2)C=C1)CN1N=CN=N1 (R)-Benzyl 4-(2-hydroxy-3-(2H-tetrazol-2-yl)propoxy)benzoate